7-Methyl-6-((5-methylthiophen-2-yl)sulfonyl)-6-azaspiro[3.4]octane CC1N(CC2(CCC2)C1)S(=O)(=O)C=1SC(=CC1)C